ClC=1N=NC(=CN1)N1CCC2(CC1)[C@@H](C1=CC=CC=C1C2)NS(=O)C(C)(C)C N-((S)-1'-(3-chloro-1,2,4-triazine-6-yl)-1,3-dihydrospiro[indene-2,4'-piperidin]-1-yl)-2-methylpropane-2-sulfinamide